2-bromo-4-(difluoromethoxy)-3-fluorobenzonitrile BrC1=C(C#N)C=CC(=C1F)OC(F)F